2-(2-Benzylpyrrolidin-1-yl)-4-chloro-6-((4-methoxybenzyl)oxy)pyrimidine C(C1=CC=CC=C1)C1N(CCC1)C1=NC(=CC(=N1)Cl)OCC1=CC=C(C=C1)OC